tert-butyl (6S-7S)-7-amino-6-((2,3',5'-trifluoro-[1,1'-biphenyl]-3-yl)methyl)-5-azaspiro[2.4]heptane-5-carboxylate N[C@@H]1[C@@H](N(CC12CC2)C(=O)OC(C)(C)C)CC=2C(=C(C=CC2)C2=CC(=CC(=C2)F)F)F